O[C@@H]1[C@@](C2=CC=C3[C@]4(CC[C@]5(CC[C@](C[C@H]5[C@@]4(CC[C@]3(C2=CC1=NO)C)C)(C(=O)O)C)C)C)(C)OC (2R,4aS,6aS,9S,10S,12bR,14aS,14bR)-10-hydroxy-11-(hydroxyimino)-9-methoxy-2,4a,6a,9,12b,14a-hexamethyl-1,2,3,4,4a,5,6,6a,9,10,11,12b,13,14,14a,14b-hexadecahydropicene-2-carboxylic acid